acetic acid (Z)-9-tetradecene-1-yl ester C(CCCCCCC\C=C/CCCC)OC(C)=O